ClC1=C(C=CC(=C1)OCCN1CCNCC1)C=1N(C2=NC=NC(=C2N1)OC1(CC1)C)CC1=NC=C(C(=C1)C)C 8-(2-chloro-4-(2-(piperazin-1-yl)ethoxy)phenyl)-9-((4,5-dimethylpyridin-2-yl)methyl)-6-(1-methylcyclopropoxy)-9H-purine